6-(2-Amino-5-(2-methylpyridin-4-yl)-1H-imidazol-4-yl)-3,4-dihydro-2H-benzo[b][1,4]oxazin-2-one NC=1NC(=C(N1)C1=CC2=C(OC(CN2)=O)C=C1)C1=CC(=NC=C1)C